CC1=C(NC2=CC=C(C=C12)CNC(OCCCC)=O)C1=C(C=CC=C1)C butyl ((3-methyl-2-(o-tolyl)-1H-indol-5-yl)methyl)carbamate